1-isopropyl-4-methyl-2-oxo-1,2-dihydropyridine-3-carboxylic acid C(C)(C)N1C(C(=C(C=C1)C)C(=O)O)=O